(S)-6-(propylamino)-5,6,7,8-tetrahydronaphthalene-1-yl behenate C(CCCCCCCCCCCCCCCCCCCCC)(=O)OC1=CC=CC=2C[C@H](CCC12)NCCC